methyl N,N-diundecylcarbamate C(CCCCCCCCCC)N(C(OC)=O)CCCCCCCCCCC